CC=1C=C(OC2=CC=C(C=C2)C2CCCN3C2=NS(CC3)(=O)=O)C=CC1C 9-[4-(3,4-dimethylphenoxy)phenyl]-3,4,6,7,8,9-hexahydropyrido[2,1-c][1,2,4]thiadiazine 2,2-dioxide